benzyl 3-methoxy-3-(1-methylazetidin-3-yl)pyrrolidine-1-carboxylate COC1(CN(CC1)C(=O)OCC1=CC=CC=C1)C1CN(C1)C